3,6-dichloropyridine-2-formic acid ClC=1C(=NC(=CC1)Cl)C(=O)O